2-((S)-4-((R)-4-chloro-2'-(((S)-1-cyclopropylpyrrolidin-2-yl)methoxy)-2,3,5',8'-tetrahydro-6'H-spiro[inden-1,7'-quinazolin]-4'-yl)-1-(2-fluoroacryloyl)piperazin-2-yl)acetonitrile ClC1=C2CC[C@@]3(CCC=4C(=NC(=NC4C3)OC[C@H]3N(CCC3)C3CC3)N3C[C@@H](N(CC3)C(C(=C)F)=O)CC#N)C2=CC=C1